C1(=CC=CC=C1)S(=O)(=O)N1C=C(C=2C1=NC(=CC2)Cl)C2=CC=C1C(CC3(CCN(CC3)C(=O)OC(C)(C)C)C1=C2)=O tert-butyl 6-[1-(benzenesulfonyl)-6-chloropyrrolo[2,3-b]pyridin-3-yl]-3-oxospiro[2H-indene-1,4'-piperidine]-1'-carboxylate